FC(OC1=CC=C(C=C1)NC(NC=1C(=NC=CC1)OC1=C(C=CC=C1)/C=C/C(=O)OC(C)(C)C)=O)(F)F (E)-tert-butyl 3-(2-(3-(3-(4-(trifluoromethoxy)phenyl)ureido)pyridin-2-yloxy) phenyl)acrylate